C(C)(C)(C)OC(=O)C1=C(C(C=C2OC3=CC=CC(=C3N=C12)C(=O)OC(C)(C)C)=O)N 2-amino-3-oxo-3H-phenoxazine-1,9-dicarboxylic acid di-tert-butyl ester